2-chloroacetic acid-d ClCC(=O)O[2H]